3-(5-(((1S,2S)-2-(3-(4-(difluoromethoxy)cyclohexyl)azetidin-1-yl)cyclohexyl)oxy)-1-oxoisoindolin-2-yl)piperidine-2,6-dione FC(OC1CCC(CC1)C1CN(C1)[C@@H]1[C@H](CCCC1)OC=1C=C2CN(C(C2=CC1)=O)C1C(NC(CC1)=O)=O)F